C(C)N(CC(=O)O)C1=NC2=CC=C(C=C2C(=C1)C1=CC=C(C=C1)F)CCCCCCCC 2-{ethyl-[4-(4-fluorophenyl)-6-octylquinolin-2-yl]amino}acetic acid